3-(5-chloroisoindolin-2-yl)-1-(2,3-dihydrobenzo[b][1,4]dioxin-6-yl)propan-1-one ClC=1C=C2CN(CC2=CC1)CCC(=O)C1=CC2=C(OCCO2)C=C1